COC1=CC=C(C=C1)C(OC[C@]12O[C@H]([C@H](NC1)[C@@H]2O)N2C(NC(C(=C2)C)=O)=O)(C2=CC=CC=C2)C2=CC=C(C=C2)OC 1-[(1R,3R,4R,7S)-1-{[bis(4-methoxyphenyl)(phenyl)methoxy]Methyl}-7-hydroxy-2-oxa-5-azabicyclo[2.2.1]Hept-3-yl]-5-methylpyrimidine-2,4(1H,3H)-dione